9-methyl-9H-carbazole-3-formamide CN1C2=CC=CC=C2C=2C=C(C=CC12)C(=O)N